5-[3-(3-aminopropoxy)prop-1-yn-1-yl]-4-chloro-7-[(4-methoxy-3,5-dimethylpyridin-2-yl)methyl]-7H-pyrrolo[2,3-d]pyrimidin-2-amine NCCCOCC#CC1=CN(C=2N=C(N=C(C21)Cl)N)CC2=NC=C(C(=C2C)OC)C